C(\C=C\C(=O)O)(=O)O.BrC=1C=C2C(=NC1)NC=C2CCN(C(C)C)C N-(2-(5-bromo-1H-pyrrolo[2,3-b]pyridin-3-yl)ethyl)-N-methylpropan-2-amine fumarate salt